4-((4-((2-(dimethylphosphoryl)phenyl)amino)-5-(trifluoromethyl)pyrimidin-2-yl)amino)-N-isobutoxy-2-chlorobenzamide CP(=O)(C)C1=C(C=CC=C1)NC1=NC(=NC=C1C(F)(F)F)NC1=CC(=C(C(=O)NOCC(C)C)C=C1)Cl